4-((2S)-2-(difluoromethyl)-5-(4-(trifluoromethyl)phenyl)piperidin-1-yl)-N-(4-(ethanesulfonyl)benzyl)benzamide FC([C@H]1N(CC(CC1)C1=CC=C(C=C1)C(F)(F)F)C1=CC=C(C(=O)NCC2=CC=C(C=C2)S(=O)(=O)CC)C=C1)F